COC=1C=CC(=C(N)C1)OCC(F)(F)F 5-methoxy-2-(2,2,2-trifluoroethoxy)aniline